3-(tetrahydro-2H-pyran-4-yl)benzenesulfonamide O1CCC(CC1)C=1C=C(C=CC1)S(=O)(=O)N